BrC=1C=C2C=CN(C(C2=CC1F)=O)C\C=C\[C@H](C)NC=1C=NNC(C1C(F)(F)F)=O (S,E)-6-bromo-7-fluoro-2-(4-((6-oxo-5-(trifluoromethyl)-1,6-dihydropyridazin-4-yl)amino)pent-2-en-1-yl)isoquinolin-1(2H)-one